BrC1=CC=C(C=C1)C=1C2=CC=C(N2)C(=C2C=CC(C(=C3C=CC(=C(C=4C=CC1N4)C4=CC=C(C=C4)Br)N3)C3=CC=C(C=C3)Br)=N2)C2=CC=C(C=C2)Br 5,10,15,20-tetra(4'-bromophenyl)porphyrin